C(=O)(OC(C)(C)C)N([C@@H](CCCNC(N)=N)C(=O)O)[N+](=O)[O-] boc-nitro-arginine